3-(((S)-5-methyl-4-oxo-3-(4-phenoxypicolinamido)-2,3,4,5-tetrahydrobenzo[b][1,4]oxazepin-7-yl)ethynyl)oxetan-3-yl L-valinate N[C@@H](C(C)C)C(=O)OC1(COC1)C#CC1=CC2=C(OC[C@@H](C(N2C)=O)NC(C2=NC=CC(=C2)OC2=CC=CC=C2)=O)C=C1